(R)-3-(3,3-difluoroazetidin-1-yl)-3-(4-hydroxyphenyl)-7-(trifluoromethyl)indolin-2-one FC1(CN(C1)[C@]1(C(NC2=C(C=CC=C12)C(F)(F)F)=O)C1=CC=C(C=C1)O)F